C(C)N1CCC(CC1)N1N=CC(=C1)C=1C=C(C(=NC1)N)C=1OC(=CN1)C1=CC=CC=C1 5-(1-(1-ethylpiperidin-4-yl)-1H-pyrazol-4-yl)-3-(5-phenyloxazol-2-yl)pyridin-2-amine